C(C)(=O)OC1C(OC(C(C1OC(C)=O)OC(C)=O)C(=O)OC)OC1=C(C=C(C=C1)COC(N(CC)CCl)=O)[N+](=O)[O-] 2-(4-((((chloromethyl)(ethyl)carbamoyl)oxy)methyl)-2-nitrophenoxy)-6-(methoxycarbonyl)tetrahydro-2H-pyran-3,4,5-triyl triacetate